C(#N)C1=CC2=C(N=C(N=C2)NC2=CC=C3CCN(CC3=C2)C(=O)OC(C)(C)C)N(C1=O)C1CCCC1 tert-butyl 7-((6-cyano-8-cyclopentyl-7-oxo-7,8-dihydropyrido[2,3-d]pyrimidin-2-yl)amino)-3,4-dihydroisoquinoline-2(1H)-carboxylate